CN(C1=C2N=CN(C2=NC=N1)[C@H]1[C@H](O)[C@@H]([C@H](O1)CO)NC(C[C@@H](N)C1=CC=C(C=C1)N=[N+]=[N-])=O)C 6-dimethylamino-9-[3-(p-azido-L-β-phenylalanylamino)-3-deoxy-β-ribofuranosyl]purine